ClC=1C=CC=2N=CN=C(C2N1)N1CCN(CC1)C(=O)[O-] 4-(6-chloropyrido[3,2-d]pyrimidin-4-yl)piperazine-1-carboxylate